Bicyclo[2.2.1]heptanebis(methylamine) C1CC2CC1C(C2CN)CN